Cl.Cl.FC1CN(CCC1N)C 3-fluoro-1-methylpiperidin-4-amine dihydrochloride